C(C1=CC=CC=C1)N1S(C(C(C2=C1N=C(N2C)NCC2=CC=CC=C2)=O)C2=CC=CC=C2)(=O)=O 1-benzyl-6-(benzylamino)-5-methyl-3-phenyl-3,5-dihydroimidazo[4,5-c][1,2]thiazin-4(1H)-one 2,2-dioxide